OC1=CC=C2C(=CC=NC2=C1)C=O 7-HYDROXYQUINOLINE-4-CARBOXALDEHYDE